FC1=C(C=CC=C1)C1=NC=CC=C1N[C@H](C)C=1C=C(C=C2C(C(=C(OC12)C=1C=NC=CC1)C=1C=NOC1)=O)C 8-[(1R)-1-[[2-(2-Fluorophenyl)-3-pyridyl]amino]ethyl]-3-isoxazol-4-yl-6-methyl-2-(3-pyridyl)chromen-4-one